6-[(5-bromo-2-ethyl-1,2,4-triazol-3-yl)amino]-4,4,7-trimethyl-2,3-dihydroisoquinolin-1-one BrC=1N=C(N(N1)CC)NC=1C=C2C(CNC(C2=CC1C)=O)(C)C